trans-N-[3-(4-ethyl-5-fluoro-6-oxo-1,6-dihydropyrimidin-2-yl)-2-fluoro-4-(trifluoromethyl)benzyl]-3-{[4-(trifluoromethyl)benzyl]oxy}cyclobutane-1-carboxamide C(C)C=1N=C(NC(C1F)=O)C=1C(=C(CNC(=O)[C@@H]2C[C@H](C2)OCC2=CC=C(C=C2)C(F)(F)F)C=CC1C(F)(F)F)F